N-(2-chloro-6-(4-isopropylpiperazin-1-yl)phenyl)-3-(3-methoxyphenyl)-3-methylpyrrolidine-1-carboxamide ClC1=C(C(=CC=C1)N1CCN(CC1)C(C)C)NC(=O)N1CC(CC1)(C)C1=CC(=CC=C1)OC